1-(3-(4-acetylpiperazine-1-carbonyl)benzyl)quinazoline-2,4(1h,3h)-dione C(C)(=O)N1CCN(CC1)C(=O)C=1C=C(CN2C(NC(C3=CC=CC=C23)=O)=O)C=CC1